NC[C@H]1C(N[C@H](C(NCCO[C@@H]([C@H](C(N([C@H](C(N[C@H](C(N1)=O)[C@@H](CC)C)=O)CC(C)C)C)=O)C)CCCCCC)=O)CO)=O (6S,9S,12S,15S,18R,19R)-9-(aminomethyl)-19-hexyl-6-(hydroxymethyl)-15-isobutyl-16,18-dimethyl-12-[(1R)-1-methylpropyl]-1-oxa-4,7,10,13,16-pentazacyclononadecane-5,8,11,14,17-pentone